C[Si](OC)(OC)C methyl-methyldimethoxysilan